FC1=CC=C(C=C1)C1SCC(N1C1=C(C=C(C(=O)OCCOCCN2CCOCC2)C=C1)C)=O 2-[2-(Morpholin-4-yl)ethoxy]ethyl 4-[2-(4-fluorophenyl)-4-oxo-1,3-thiazolidin-3-yl]-3-methylbenzoate